C[C@@H]1CC[C@H](N(C1)C(C(=O)NC1=NC=CC=C1C(=O)N)=O)C1=NNC=C1 [[2-[(2S,5R)-5-methyl-2-(1H-pyrazol-3-yl)-1-piperidyl]-2-oxo-acetyl]amino]pyridine-3-carboxamide